CC(C[C@@H](C(NCCC1=NC=CC=C1)=O)NC(=O)[C@@H]1[C@H](O1)C(=O)O)C (2S,3S)-3-(((S)-4-methyl-1-oxo-1-((2-(pyridin-2-yl)ethyl)amino)pentan-2-yl)carbamoyl)oxirane-2-carboxylic acid